2-chloro-N-(4-(2-nitro-1-(2-phenyl-1H-indol-3-yl)ethyl)phenyl)acetamide ClCC(=O)NC1=CC=C(C=C1)C(C[N+](=O)[O-])C1=C(NC2=CC=CC=C12)C1=CC=CC=C1